5-(4-((2-((2-hydroxyethyl)amino)pyrimidin-5-yl)methoxy)phenyl)-2-oxo-6-(trifluoromethyl)-1,2-dihydropyridine-3-carboxamide OCCNC1=NC=C(C=N1)COC1=CC=C(C=C1)C=1C=C(C(NC1C(F)(F)F)=O)C(=O)N